3-[6-(cyclopropylamino)-2-fluoropyridin-3-yl]-1-(oxetan-4-yl)pyrazole-4-carboxylic acid C1(CC1)NC1=CC=C(C(=N1)F)C1=NN(C=C1C(=O)O)C1CCO1